OC[C@H](C1=CC(=CC=C1)N1CCN(CC1)C)NC(CC)=O N-[(1S)-2-hydroxy-1-[3-(4-methylpiperazin-1-yl)phenyl]ethyl]propionamide